C(C)(C)(C)OC(N[C@@H]1C[C@H](C1)C(CN)O)=O N-[trans-3-(2-amino-1-hydroxyethyl)cyclobutyl]carbamic acid tert-butyl ester